FC=1C=C(C(=O)N)C=C(C1C=1N=C2N(C=CC(=C2)C)C1CN1CCOCC1)F 3,5-difluoro-4-(7-methyl-3-morpholinomethylimidazo[1,2-a]pyridin-2-yl)benzamide